NC1=C(C(=C(C=N1)NC(=O)C1=NC(=CC=C1)C1CC1)C(C)(C)O)F N-(6-amino-5-fluoro-4-(2-hydroxypropan-2-yl)pyridin-3-yl)-6-cyclopropylpyridinecarboxamide